C(C)N(CCCOC1=CC=C(C=C1)C)CC N,N-diethyl-3-(p-tolyloxy)propan-1-amine